cytidine iodine [I].[C@@H]1([C@H](O)[C@H](O)[C@@H](CO)O1)N1C(=O)N=C(N)C=C1